6-(4,4,5,5-Tetramethyl-1,3,2-dioxaborolan-2-yl)-1H-indole-3-carboxylic acid CC1(OB(OC1(C)C)C1=CC=C2C(=CNC2=C1)C(=O)O)C